COC1=C(C(=CC(=C1)OC)\C=C\C1=CC=C(C=C1)OCCCCON1CCOCC1)/C=C/C(=O)C1=C(C=C(C=C1)OC)O (E)-3-(2,4-dimethoxy-6-((E)-4-(4-morpholinoxybutoxy)styryl)phenyl)-1-(2-hydroxy-4-methoxyphenyl)prop-2-en-1-one